CN1C(N(CC1)[C@H]1CN(CCC1)C=1N=NC(=CN1)C(=O)N)=O 3-((R)-3-(3-methyl-2-oxoimidazolin-1-yl)piperidin-1-yl)-1,2,4-triazine-6-carboxamide